((S)-1-(4-fluorophenyl)-3,4-dihydroisoquinolin-2(1H)-yl)((2R,4S)-4-hydroxy-4-(((2-hydroxyethyl)amino)methyl)tetrahydrofuran-2-yl)methanone FC1=CC=C(C=C1)[C@@H]1N(CCC2=CC=CC=C12)C(=O)[C@@H]1OC[C@](C1)(CNCCO)O